C(OOOC(C)(C)CCC)(OC(C)(C)C)=O t-hexylperoxy t-butyl monocarbonate